ethane-1,2-diylbis(dithiocarbamate) C(CNC([S-])=S)NC([S-])=S